2,2-difluoro-2H-1,3-benzodioxole-5-carbaldehyde FC1(OC2=C(O1)C=CC(=C2)C=O)F